5-benzyl-N-(2,3-difluorophenyl)-1H-1,2,4-triazole-3-carboxamide C(C1=CC=CC=C1)C1=NC(=NN1)C(=O)NC1=C(C(=CC=C1)F)F